FC=1C(=NC=CC1C(=O)N1CC2=C(C[C@@H]1C)N(N=N2)C2=NC=CC=N2)C(F)(F)F (S)-(3-fluoro-2-trifluoromethylpyridin-4-yl)(6-methyl-1-(pyrimidin-2-yl)-1,4,6,7-tetrahydro-5H-[1,2,3]triazolo[4,5-c]pyridin-5-yl)methanone